ethyl 2-cyano-3-fluoro-2-methyl-propanoate C(#N)C(C(=O)OCC)(CF)C